N-(2-ethoxy-3-hydroxyphenyl)-2-(5-fluoro-2,4-dioxo-3,4-dihydropyrimidin-1(2H)-yl)acetamide C(C)OC1=C(C=CC=C1O)NC(CN1C(NC(C(=C1)F)=O)=O)=O